tert-butyl (3R,6S)-3-((tert-butoxycarbonyl)((tert-butyldimethylsilyl)oxy)amino)-6-carbamoyl-5-methyl-3,6-dihydropyridine-1(2H)-carboxylate C(C)(C)(C)OC(=O)N([C@H]1CN([C@@H](C(=C1)C)C(N)=O)C(=O)OC(C)(C)C)O[Si](C)(C)C(C)(C)C